C(N)(=O)C=1C=CC(=C(C1)N=NC1=C(C(=CC2=CC=CC=C12)C(=O)NC1=C(C=CC=C1)OC)O)C 4-((5-carbamoyl-2-methylphenyl)azo)-3-hydroxy-N-(2-methoxyphenyl)naphthalene-2-carboxamide